2-chloro-4-((4-(1-methyl-4-(trifluoromethyl)-1H-imidazol-2-yl)benzyl)oxy)-5-((2-(trimethylsilyl)ethoxy)methyl)-5H-pyrrolo[3,2-d]pyrimidine ClC=1N=C(C2=C(N1)C=CN2COCC[Si](C)(C)C)OCC2=CC=C(C=C2)C=2N(C=C(N2)C(F)(F)F)C